4-(4-n-propylcyclohexyl)phenylacetylene di-tert-butyl-(4-bromopyridine-2,6-diyl)bis((tert-butoxycarbonyl)carbamate) C(C)(C)(C)C(C(C)(C)OC(=O)N(C(O)=O)C1=CC(=CC(=N1)N(C(O)=O)C(=O)OC(C)(C)C)Br)C(C)(C)C.C(CC)C1CCC(CC1)C1=CC=C(C=C1)C#C